((R)-4-amino-3-methyl-1,3-dihydrofuro[3,4-c][1,7]naphthyridin-8-yl)((S)-3-(4-(trifluoromethyl)phenyl)morpholino)methanone NC1=NC=2C=NC(=CC2C2=C1[C@H](OC2)C)C(=O)N2[C@H](COCC2)C2=CC=C(C=C2)C(F)(F)F